[N+](=O)([O-])C1=CC=C(C=C1)C1=NN(C=C1)CCCCC 3-(4-nitrophenyl)-1-pentylpyrazole